C(C)(C)(C)OC(=O)N1[C@H](COCC1)C=1C=C(C=C2CCN(CC12)C(C)=O)Cl (S)-3-(2-acetyl-6-chloro-1,2,3,4-tetrahydroisoquinolin-8-yl)morpholine-4-Carboxylic acid tert-butyl ester